N-(3-(1-(4-fluoro-2-methylphenyl)-4-oxo-6-(trifluoromethyl)-1,4-dihydro-quinazolin-3(2H)-yl)-6-oxo-1,6-dihydropyridin-2-yl)acetamide FC1=CC(=C(C=C1)N1CN(C(C2=CC(=CC=C12)C(F)(F)F)=O)C1=C(NC(C=C1)=O)NC(C)=O)C